BrC=1C=C(C(=NC1)NNC1=C(C=NC(=C1)C(F)(F)F)C(=O)O)S(=O)(=O)CC 4-[2-[5-bromo-3-(ethylsulfonyl)pyridin-2-yl]hydrazin-1-yl]-6-(trifluoromethyl)pyridine-3-carboxylic acid